N-(3-(4-(2,4-Dioxotetrahydropyrimidin-1(2H)-yl)quinolin-6-yl)prop-2-yn-1-yl)-5-(8-(7-isopropyl-1,3-dimethyl-2-oxo-2,3-dihydro-1H-benzo[d]imidazol-5-yl)isoquinolin-3-yl)picolinamide O=C1N(CCC(N1)=O)C1=CC=NC2=CC=C(C=C12)C#CCNC(C1=NC=C(C=C1)C=1N=CC2=C(C=CC=C2C1)C1=CC2=C(N(C(N2C)=O)C)C(=C1)C(C)C)=O